N1(CCCC1)C=1C=C(N=NC1)N1N=CC(=C1)C(C)=O 1-(1-(5-(pyrrolidin-1-yl)pyridazin-3-yl)-1H-pyrazol-4-yl)ethan-1-one